2,5-di(2-ethoxy)terephthalaldehyde CCOC1=C(C=O)C=C(C(=C1)C=O)OCC